FC(C=1C=CC2=C(C1)OC1(CCC1)C1=C2N=C(S1)N)(F)F 7-(trifluoromethyl)spiro[chromeno[4,3-d]thiazole-4,1'-cyclobutan]-2-amine